C(CC#CCCCCCC)=O 3-DECYNAL